2-amino-N-(4-fluorophenyl)hexanamide NC(C(=O)NC1=CC=C(C=C1)F)CCCC